N-(6-((4-cyanobenzyl)(methyl)amino)-2,2-dimethyl-2,3-dihydrobenzofuran-5-yl)pyrazolo[1,5-a]pyrimidine-3-carboxamide C(#N)C1=CC=C(CN(C2=CC3=C(CC(O3)(C)C)C=C2NC(=O)C=2C=NN3C2N=CC=C3)C)C=C1